C1(CC1)S(=O)(=O)NC1=NC=CC(=N1)[C@@](C(=O)NC1=NC=C(C=C1)C1=NC(=CN=C1)OCC)(CC)F 2-(2-(cyclopropanesulfonylamino)pyrimidin-4-yl)-N-(5-(6-ethoxypyrazin-2-yl)pyridin-2-yl)-2-(R)-fluorobutyramide